METHYL (2S)-2-AMINO-3-(4-FORMYL(3-PYRIDYL))PROPANOATE N[C@H](C(=O)OC)CC=1C=NC=CC1C=O